C12(C(CC(CC1)C2)C(=O)O)C(=O)O.NC2=NC=CC(=C2N)C=2SC(=CC2)CC2=CC=CC=C2 2,3-diamino-4-(5-benzylthiophen-2-yl)pyridine bicyclo[2.2.1]heptanedicarboxylate